C(CCC)N1C(N(C(C(C1=O)=C(N)N)=O)C1CCC2(CC3(C(NC(N3C)=O)=O)C2)CC1)=O 1-Butyl-5-(diaminomethylene)-3-(1-methyl-2,4-dioxo-1,3-diazadispiro[4.1.57.15]tridecan-10-yl)pyrimidine-2,4,6(1H,3H,5H)-trione